1-(6,7-dihydro-5H-benzo[6,7]cyclohepta[1,2-c]pyridazin-3-yl)-N3-(6-methyl-5,6,7,8-tetrahydro-1,6-naphthyridin-3-yl)-1H-1,2,4-triazole-3,5-diamine N1=NC(=CC2=C1C1=C(CCC2)C=CC=C1)N1N=C(N=C1N)NC=1C=NC=2CCN(CC2C1)C